1-(4-((5-(2H-1,2,3-triazol-2-yl)pyridin-2-yl)methyl)-2,3-dioxo-3,4-dihydropyrazin-1(2H)-yl)cyclopropane-1-carbonitrile N=1N(N=CC1)C=1C=CC(=NC1)CN1C(C(N(C=C1)C1(CC1)C#N)=O)=O